4-amino-1-[(2R,4S,5R)-4-[(tert-butyldimethylsilyl)oxy]-5-{[(tert-butyldimethylsilyl)oxy]methyl}-5-isopropyloxolan-2-yl]pyrimidin-2-one NC1=NC(N(C=C1)[C@@H]1O[C@]([C@H](C1)O[Si](C)(C)C(C)(C)C)(C(C)C)CO[Si](C)(C)C(C)(C)C)=O